5-(cyclopropylmethyl)-4-(4-cyclopropylphenyl)-2-(2-methyl-2H-indazol-5-yl)-3-oxo-3,5-dihydro-2H-pyrrolo[3,2-c]pyridazine-7-sulfonamide C1(CC1)CN1C=C(C2=NN(C(C(=C21)C2=CC=C(C=C2)C2CC2)=O)C2=CC1=CN(N=C1C=C2)C)S(=O)(=O)N